O=C1NC(CCC1N1C(C2=CC(=C(C(=C2C1)F)CNC(=O)C=1C=C2CCCC2=CC1)F)=O)=O N-((2-(2,6-dioxopiperidin-3-yl)-4,6-difluoro-1-oxoisoindolin-5-yl)methyl)-2,3-dihydro-1H-indene-5-carboxamide